BrC1=C(C(=CC=C1)C)NC(=O)C=1C(=NC(=NC1)NC1=CC=C(C=C1)N1CCN(CC1)C)NC1CC1 N-(2-bromo-6-methylphenyl)-4-(cyclopropylamino)-2-((4-(4-methylpiperazin-1-yl)phenyl)amino)pyrimidine-5-carboxamide